C(C)N1CCC(CC1)C=1SC2=C(N1)C=CC(=C2)C(=O)NCC2=CN=NC=C2 2-(1-ethylpiperidin-4-yl)-N-(pyridazin-4-yl-methyl)benzo[d]thiazole-6-carboxamide